COC(=O)[C@H]1OC(O[C@@H]1C1=C(C=CC=C1)Cl)(CC)CC (4S,5R)-methyl-5-(2-chlorophenyl)-2,2-diethyl-1,3-dioxolane-4-carboxylate